OC[C@H]1NC=2C=CC(=CC2[C@H]2[C@@H]1CCN2CC2=CC=NC=C2)C=2C=C(C=CC2)NC(CCCCCC(=O)N)=O N7-(3-((3aR,4S,9bR)-4-(hydroxymethyl)-1-(pyridin-4-ylmethyl)-2,3,3a,4,5,9b-hexahydro-1H-pyrrolo[3,2-c]quinolin-8-yl)phenyl)heptanediamide